N[C@@H](CN1C(C=2C=C3C(=CC2CC1)N(C(=N3)C=3N(C1=C(C=CC=C1C3)OCCO)CC3=CC=NO3)C)=O)CF (S)-6-(2-amino-3-fluoropropyl)-2-(7-(2-hydroxyethoxy)-1-(isoxazol-5-ylmethyl)-1H-indol-2-yl)-1-methyl-1,6,7,8-tetrahydro-5H-imidazo[4,5-g]isoquinolin-5-one